2-[3-(trifluoromethyl)pyrazol-1-yl]ethanol FC(C1=NN(C=C1)CCO)(F)F